1-METHYLETHYL CARBAMATE C(N)(OC(C)C)=O